1-(3-methyl-2-oxo-2,3-dihydro-1,3-benzothiazol-6-yl)-2,4-dioxo-3-[(1R)-4-(trifluoromethyl)-2,3-dihydro-1H-inden-1-yl]-1,2,3,4-tetrahydropyrimidine-5-carboxylic acid CN1C(SC2=C1C=CC(=C2)N2C(N(C(C(=C2)C(=O)O)=O)[C@@H]2CCC1=C(C=CC=C21)C(F)(F)F)=O)=O